4-[((4S)-5,7-difluoro-3,4-dihydro-2H-chromen-4-yl)oxy]-N,N,2-trimethyl-1-[(4-tolyl)sulfonyl]-1H-benzimidazole-6-carboxamide FC1=C2[C@H](CCOC2=CC(=C1)F)OC1=CC(=CC=2N(C(=NC21)C)S(=O)(=O)C2=CC=C(C=C2)C)C(=O)N(C)C